C1=CC=CC=2C3=CC=CC=C3N(C12)C1=C(C(=C(C(=C1N1C2=CC=CC=C2C=2C=CC=CC12)C1=NC(=CC(=N1)C1=CC=CC=C1)C1=CC=CC=C1)N1C2=CC=CC=C2C=2C=CC=CC12)N1C2=CC=CC=C2C=2C=CC=CC12)C=1SC2=C(N1)C=CC=C2 2-(2,3,5,6-tetra(9H-carbazol-9-yl)-4-(4,6-diphenylpyrimidin-2-yl)phenyl)benzo[d]thiazole